C(CCCCC)OC1(CC(=CC=C1)OCCCCCC)O 1,3-dihexoxyphenol